(S)-2-(3-(4-((1-cyclopropylethyl)carbamoyl)thiazol-2-yl)phenyl)-N-(pentan-3-yl)oxazole-5-carboxamide C1(CC1)[C@H](C)NC(=O)C=1N=C(SC1)C=1C=C(C=CC1)C=1OC(=CN1)C(=O)NC(CC)CC